FC=1C=CC2=C(CCO2)C1CNC1=NC=C(C=2N1C=NN2)C=2C=1N(C=CC2)C(=C(N1)O)C(=O)OCC Ethyl 8-(5-(((5-fluoro-2,3-dihydrobenzofuran-4-yl)methyl)amino)-[1,2,4]triazolo[4,3-c]pyrimidin-8-yl)-2-hydroxyimidazo[1,2-a]pyridine-3-carboxylate